(pyridin-2-yl)propanal N1=C(C=CC=C1)C(C=O)C